ethyl 6-(3-ethoxy-2-hydroxy-2-methyl-3-oxopropyl)-5-nitropyridine-3-carboxylate C(C)OC(C(CC1=C(C=C(C=N1)C(=O)OCC)[N+](=O)[O-])(C)O)=O